C(C)N1C(NC2=CC=CC=C2C1=NC(C1=CC=C(C=C1)F)=O)=O 3-ethyl-4-(p-fluorobenzoylimino)-3,4-dihydro-2(1H)-quinazolinone